3-amino-1H-pyrrolo[2,3-b]pyridine-5-carbonitrile NC1=CNC2=NC=C(C=C21)C#N